1-{3-[(tert-butoxycarbonyl)amino]bicyclo[1.1.1]pentan-1-yl}-1H-pyrazole-4-carboxylic acid C(C)(C)(C)OC(=O)NC12CC(C1)(C2)N2N=CC(=C2)C(=O)O